4-methyl-N-[[2-(2-pyridyl)-1H-benzimidazol-5-yl]methyl]pyrimidine-5-carboxamide CC1=NC=NC=C1C(=O)NCC1=CC2=C(NC(=N2)C2=NC=CC=C2)C=C1